(1H-indol-7-yl)methanone N1C=CC2=CC=CC(=C12)C=O